(S)-2-(trimethylsilyl)ethyl-3-(3-(2-(tert-butoxy)-2-oxoethyl)imidazo[1,5-a]pyridin-1-yl)-2-((tert-butoxycarbonyl)amino)propanoate C[Si](CCOC([C@H](CC=1N=C(N2C1C=CC=C2)CC(=O)OC(C)(C)C)NC(=O)OC(C)(C)C)=O)(C)C